C(C1=CC=CC=C1)OC=1C=2N(C=CC1)C(=CN2)C=2C(=NC(=CC2)OCC2=CC=CC=C2)OCC2=CC=CC=C2 8-benzyloxy-3-(2,6-dibenzyloxy-3-pyridyl)imidazo[1,2-a]pyridine